10-chloro-2-(2,6-dichlorophenyl)-3-methyl-9-(1-methyl-1H-pyrazol-4-yl)imidazo[2,1-f][1,6]naphthyridine ClC1=C(C=NC=2C=CN3C(C12)=NC(=C3C)C3=C(C=CC=C3Cl)Cl)C=3C=NN(C3)C